ClC1=C(C=CC=C1Cl)S(=O)(=O)NC=1C(=C(C(=CC1)F)NC=1C2=C(N=CN1)SC(=N2)N2C=NC1=C2C=CC=C1N1CCN(CC1)C(=O)OC(C)(C)C)F tert-butyl 4-(1-(7-((3-((2,3-dichlorophenyl)sulfonamido)-2,6-difluorophenyl)amino)thiazolo[5,4-d]pyrimidin-2-yl)-1H-benzo[d]imidazol-4-yl)piperazine-1-carboxylate